isooctoxymagnesium C(CCCCC(C)C)O[Mg]